[C]=O Carbon Mono-oxide